(2S)-2-amino-2-methyl-butyric acid N[C@](C(=O)O)(CC)C